hopane-3β,22-diol C[C@]12CC[C@@H]([C@@H]1CC[C@@]3([C@@H]2CC[C@H]4[C@]3(CC[C@@H]5[C@@]4(CC[C@@H](C5(C)C)O)C)C)C)C(C)(C)O